Ethyl (R)-8-((S)-1-phenylethyl)-1,4-dioxa-8-azaspiro[4.5]decane-7-carboxylate C1(=CC=CC=C1)[C@H](C)N1[C@H](CC2(OCCO2)CC1)C(=O)OCC